1-(4-bromo-2-fluorophenyl)-4,4,4-trifluorobutane-1,3-dione BrC1=CC(=C(C=C1)C(CC(C(F)(F)F)=O)=O)F